N1=CN=CC(=C1)C#CC1=C(C(=O)N)C=CC=C1 (2-pyrimidin-5-ylethynyl)benzamide